C(C=C)(=O)N1CC2COC3=C(C(N2CC1)=O)C(=NC(=C3Cl)C3=C(C=CC=C3)F)N3CC(N(CC3)CCOC)(C)C 8-acryloyl-4-chloro-3-(2-fluorophenyl)-1-(4-(2-methoxyethyl)-3,3-dimethylpiperazin-1-yl)-6,6a,7,8,9,10-hexahydro-12H-pyrazino[2,1-c]pyrido[3,4-f][1,4]oxazepin-12-one